C(=O)(OC)C(C(=O)OC)=C(C1=CC=CC=C1)OC methyl α-carbomethoxy-β-methoxycinnamate